CN(C(C)C=1C=C(C=CC1)O)C 3-[1-(dimethylamino)ethyl]phenol